7-(4-methyl-2-(morpholin-2-ylmethyl)pyridin-3-yl)thieno[3,2-b]pyridin CC1=C(C(=NC=C1)CC1CNCCO1)C1=C2C(=NC=C1)C=CS2